C(C)(C)(C)N(C(O)=O)CC1=C(C=CC=C1)C(O)C1=C(C=CC=C1)Cl.C(C(C)C)(=O)N1[C@H]([C@H](CC1)NS(=O)(=O)C)CC=1C(=C(C=CC1)C1=CC(=CC(=C1)F)F)F N-((2S,3S)-1-isobutyryl-2-((2,3',5'-trifluorobiphenyl-3-yl)methyl)pyrrolidin-3-yl)methanesulfonamide tert-Butyl-(2-((2-chlorophenyl)(hydroxy)methyl)benzyl)carbamate